manganese copper tin [Sn].[Cu].[Mn]